C1(CC1)C1=CC=2N(C(=C1)CC1=CC=C(C=C1)OC(F)(F)F)N=CN2 7-cyclopropyl-5-(4-(trifluoromethoxy)benzyl)-[1,2,4]triazolo[1,5-a]pyridine